(+/-)-3-({[trans-4-(4-Methoxyphenyl)piperidin-3-yl]methyl}thio)benzonitrile Hydrochloride Cl.COC1=CC=C(C=C1)[C@H]1[C@@H](CNCC1)CSC=1C=C(C#N)C=CC1 |r|